[Na].C(CCC)(=O)O.C(CCC)(=O)O dibutyric acid sodium